dimethyl-N,N'-bis(3-aminopropyl)tetramethylenediamine CN(CCCCN(CCCN)C)CCCN